FC1=CC=2N(C=C1)C(=CN2)C2=C1CNC(C1=C(C=C2)NC2=NC(=C(C=C2)[C@H]2COCC2)CNC(C)C)=O (S)-4-(7-fluoro-imidazo[1,2-a]pyridin-3-yl)-7-((6-((isopropyl-amino)methyl)-5-(tetrahydrofuran-3-yl)pyridin-2-yl)amino)isoindolin-1-one